3'-(3,5,6-triphenylpyrazin-2-yl)-[1,1'-biphenyl] C1(=CC=CC=C1)C=1C(=NC(=C(N1)C1=CC=CC=C1)C1=CC=CC=C1)C=1C=C(C=CC1)C1=CC=CC=C1